(4-chlorophenyl)-6-(4-propylpiperazin-1-yl)-2-(pyridin-3-yl)pyrimidine ClC1=CC=C(C=C1)C1=NC(=NC(=C1)N1CCN(CC1)CCC)C=1C=NC=CC1